3-((2'-amino-2-(ethoxymethyl)-[1,1'-biphenyl]-4-yl)methyl)-2-butyl-1,3-diazaspiro[4.4]non-1-en-4-one NC1=C(C=CC=C1)C1=C(C=C(C=C1)CN1C(=NC2(C1=O)CCCC2)CCCC)COCC